O=C(CNC1(CC1)CC#N)C=1C=C(C=CC1)C 2-(1-((2-oxo-2-(m-tolyl)ethyl)amino)cyclopropyl)acetonitrile